2-(2-isopropyl-5-methylcyclohexyl)-2-(3-bromo-3-isopentyl-6-methylheptyl)-1,3-dipropoxypropane C(C)(C)C1C(CC(CC1)C)C(COCCC)(COCCC)CCC(CCC(C)C)(CCC(C)C)Br